1-((1-cyanocyclopropyl)methyl)-3-(5-((7-fluoro-2,3-dihydrobenzo[b][1,4]dioxin-5-yl)amino)-7-(methylamino)pyrazolo[1,5-a]pyrimidin-3-yl)urea C(#N)C1(CC1)CNC(=O)NC=1C=NN2C1N=C(C=C2NC)NC2=CC(=CC=1OCCOC12)F